3-bromo-4-fluoro-2-methoxypyridine BrC=1C(=NC=CC1F)OC